dimethyl-dimethylsilylene(tetramethylcyclopentadienyl)(cyclohexylamino)titanium CC([Si](=[Ti](NC1CCCCC1)C1(C(=C(C(=C1)C)C)C)C)C)C